(4-(((tert-butyldimethylsilyl)oxy)methyl)-1-(4-(difluoromethyl)phenyl)-1H-1,2,3-triazol-5-yl)methanol [Si](C)(C)(C(C)(C)C)OCC=1N=NN(C1CO)C1=CC=C(C=C1)C(F)F